tert-butyl 3-(3-((6-aminopyridin-2-yl)oxy)propyl)piperidine-1-carboxylate NC1=CC=CC(=N1)OCCCC1CN(CCC1)C(=O)OC(C)(C)C